6-fluoro-2-methyl-3,4-dihydroisoquinolin-1(2H)-one FC=1C=C2CCN(C(C2=CC1)=O)C